ClC=1C(=C(N)C=CC1OCC12OCC(C1)C2)F 3-chloro-2-fluoro-4-(2-oxabicyclo[2.1.1]hexan-1-ylmethoxy)aniline